C(#N)C1=C(C=CC=C1)SC=1C=2N(C=C(C1)C=1C=NN(C1)[C@H]1CN(CC1)CCO)N=CC2C#N (R)-4-((2-cyanophenyl)thio)-6-(1-(1-(2-hydroxyethyl)pyrrolidin-3-yl)-1H-pyrazol-4-yl)pyrazolo[1,5-a]pyridine-3-carbonitrile